dodecyltrimethylammoniotin C(CCCCCCCCCCC)[Sn][N+](C)(C)C